2-[4-(propan-2-yloxy)phenyl]-1,3-oxazol CC(C)OC1=CC=C(C=C1)C=1OC=CN1